OCC1=C2C=CN(C2=C(C=C1S(=O)(=O)C)C)C(=O)OC(C)(C)C tert-butyl 4-(hydroxymethyl)-7-methyl-5-(methylsulfonyl)-1H-indole-1-carboxylate